FC=1C=C(C=C(C1)F)C1CCN(CC1)CC1=CC=C(CNC2=C3C(N(C(C3=CC=C2)=O)C2C(NC(CC2)=O)=O)=O)C=C1 4-(4-((4-(3,5-difluorophenyl)piperidin-1-yl)methyl)benzylamino)-2-(2,6-dioxopiperidin-3-yl)isoindoline-1,3-dione